C(C)(=O)N1CCC(CC1)(CC#N)N1N=CC(=C1)C1=CC=CC=2N1N=C(N2)NC(=O)C2CC2 N-(5-(1-(1-acetyl-4-(cyanomethyl)piperidin-4-yl)-1H-pyrazol-4-yl)-[1,2,4]triazolo[1,5-a]pyridin-2-yl)cyclopropylcarboxamide